fluoro-3'-methoxyacetophenone FCC(=O)C1=CC(=CC=C1)OC